CN1N=NC=C1 3-methyltriazol